FC=1C=CC2=C(N(OCCC2)[C@H]2NCCC2)C1 (R)-2-((R)-8-fluoro-1,3,4,5-tetrahydrobenzo[c]oxazepin-1-yl)pyrrolidine